Cl.FC(C(N)C1=CC(=CC=C1)F)(F)F 2,2,2-trifluoro-1-(3-fluorophenyl)ethan-1-amine hydrochloride